6,7-dihydro-5H-pyrrolo[2,1-c][1,2,4]triazol N=1N=CN2C1CCC2